F[C@H]1C[C@H](N2N=C(N=C21)C(=O)N[C@H]2COC1=C(N(C2=O)C)C=CC=C1)C1=CC=CC=C1 |&1:1,3| rac-(5S,7S)-7-fluoro-5-phenyl-N-[(3S)-5-methyl-4-oxo-2,3-dihydro-1,5-benzoxazepine-3-yl]-6,7-dihydro-5H-pyrrolo[1,2-b][1,2,4]Triazole-2-carboxamide